C(C)OC(=O)C=1C(=NN(C1)CC=1C(=NC(=CC1)N1CC2CC2C1)C)CCl 1-[(6-{3-azabicyclo[3.1.0]hex-3-yl}-2-methylpyridin-3-yl)methyl]-3-(chloromethyl)-1H-pyrazole-4-carboxylic acid ethyl ester